C(C)(C)(C)N1N=NC2=C1C(=C(C=C2)C(C)(C)C)O 3,5-di-tert-butyl-4-hydroxybenzotriazole